(R)-1-(1-methylazepin-3-yl)-4-(5-methylthiazol-2-yl)-N-(1-(2-(trifluoromethyl)pyrimidin-5-yl)ethyl)-1H-indazole-6-carboxamide CN1C=C(C=CC=C1)N1N=CC2=C(C=C(C=C12)C(=O)N[C@H](C)C=1C=NC(=NC1)C(F)(F)F)C=1SC(=CN1)C